3-(3-Chloro-5-(methyl(tetrahydro-2H-pyran-4-yl)amino)-1H-indazol-1-yl)-6-fluoro-2-(methylamino)-5-(trifluoromethyl)phenol ClC1=NN(C2=CC=C(C=C12)N(C1CCOCC1)C)C=1C(=C(C(=C(C1)C(F)(F)F)F)O)NC